C12(CC3CC(CC(C1)C3)C2)NCCC2=CC=C(CNC3=CC=C(C=C3)N3C(NC(CC3)=O)=O)C=C2 1-(4-((4-(2-((adamantan-1-yl)amino)ethyl)benzyl)amino)phenyl)dihydropyrimidine-2,4(1H,3H)-dione